FC1=CC=C(CNC(=O)C=2C(C(=C3C(N4CCC(OC4CN3C2)C)=O)O)=O)C=C1 5-Hydroxy-2-methyl-6,10-dioxo-3,4,6,9,9a,10-hexahydro-2H-1-oxa-4a,8a-diaza-anthracene-7-carboxylic acid 4-fluoro-benzylamide